C(C)(C)N(C(CC(=O)OCC)=O)CCC(=O)OCC ethyl 3-(isopropyl(3-ethoxy-3-oxopropyl)amino)-3-oxopropionate